5-(3-{4-[2-(pyrrolidin-1-yl)ethoxy]phenoxy}propyl)-1,3-thiazole-4-carboxylic acid N1(CCCC1)CCOC1=CC=C(OCCCC2=C(N=CS2)C(=O)O)C=C1